tert-butyl ((R)-1-(benzyloxy)-3-hydroxypropan-2-yl)(2-(2-bromo-6-chloropyridin-4-yl)-2-hydroxyethyl)carbamate C(C1=CC=CC=C1)OC[C@@H](CO)N(C(OC(C)(C)C)=O)CC(O)C1=CC(=NC(=C1)Cl)Br